6-amino-9-[(3R)-1-(2-butynoyl)-3-pyrrolidinyl]-7-(4-phenoxyphenyl)-7,9-dihydro-8H-purin-8-one hydrochloride Cl.NC1=C2N(C(N(C2=NC=N1)[C@H]1CN(CC1)C(C#CC)=O)=O)C1=CC=C(C=C1)OC1=CC=CC=C1